(2R,3R,4S,5R)-3-[(tert-butyldimethylsilyl)oxy]-2-{[(tert-butyl-dimethylsilyl)oxy]methyl}-4-fluoro-5-(5-fluoro-2,4-dioxo-3H-pyrimidin-1-yl)oxolane-2-carbaldehyde [Si](C)(C)(C(C)(C)C)O[C@@H]1[C@@](O[C@H]([C@H]1F)N1C(NC(C(=C1)F)=O)=O)(C=O)CO[Si](C)(C)C(C)(C)C